3-(2-hexyloxy-4-diethylaminophenyl)-3-(1-ethyl-2-methylindol-3-yl)-4-azaphthalide C(CCCCC)OC1=C(C=CC(=C1)N(CC)CC)C1(OC(=O)C2=CC=CN=C12)C1=C(N(C2=CC=CC=C12)CC)C